(S)-N-[1-[1-(difluoromethyl)cyclopropyl]-2-(isopropoxydimethylsilyl)ethyl]-2-methylpropane-2-sulfinamide FC(C1(CC1)C(C[Si](C)(C)OC(C)C)N[S@@](=O)C(C)(C)C)F